1,1-dimethoxy-N,N-dimethylethanolamine COC(N(CCO)C)OC